O=C1NC(CCC1N1C(C=2C=C3C(=CC2C1=O)CN(C3)CC=O)=O)=O 2-(6-(2,6-dioxopiperidin-3-yl)-5,7-dioxo-3,5,6,7-tetrahydropyrrolo[3,4-f]isoindol-2(1H)-yl)acetaldehyde